NC(CC(=O)O)C(NCC(C(=O)OC)CC1=CC=CC=C1)=O 3-Amino-3-[(2-benzyl-3-methoxy-3-oxopropyl)carbamoyl]propanoic acid